1,3,5-Tris(α-aminoethyl)benzol NC(C)C1=CC(=CC(=C1)C(C)N)C(C)N